S(=O)(=O)(O[O-])[O-].[K+].[K+] potassium peroxomonosulfate salt